2,3,4,5-Tetramethoxyphenethylamine COC1=C(CCN)C=C(C(=C1OC)OC)OC